(S)-1-(4-(((3R,5R,7R)-adamantan-1-yl)amino)phenyl)-2-benzyl-3-butyl-6-methoxy-3,4-dihydroisoquinolin-2-ium bromide [Br-].C12(CC3CC(CC(C1)C3)C2)NC2=CC=C(C=C2)C2=[N+]([C@H](CC3=CC(=CC=C23)OC)CCCC)CC2=CC=CC=C2